3-isopropyl-1-methyl-N-(7-methyl-[1,2,4]triazolo[1,5-a]pyridin-6-yl)-1H-pyrazolo[4,3-d]pyrimidin-5-amine C(C)(C)C1=NN(C2=C1N=C(N=C2)NC=2C(=CC=1N(C2)N=CN1)C)C